1-butyl-4-methylpyridine tetrafluoroborate F[B-](F)(F)F.C(CCC)N1CC=C(C=C1)C